BrC1=CC(=C2C(N(C(C2=C1)=O)C1=CC=C(C=C1)Cl)(OCC1(CC1)CO)C1=CC=C(C=C1)Cl)F 6-bromo-2-(4-chlorophenyl)-3-(4-chlorophenyl)-4-fluoro-3-((1-(hydroxymethyl)cyclopropyl)methoxy)isoindolin-1-one